5-ethylsulfonyl-6-[7-methyl-3-(trifluoromethyl)imidazo[4,5-c]pyridazin-6-yl]pyridine-3-carboxylic acid C(C)S(=O)(=O)C=1C=C(C=NC1C1=NC2=C(N=NC(=C2)C(F)(F)F)N1C)C(=O)O